5-(4-(tert-butoxycarbonyl)piperazin-1-yl)-4-chloro-3-isopropyl-1H-pyrrolo[2,3-c]Pyridine-1-carboxylic acid tert-butyl ester C(C)(C)(C)OC(=O)N1C=C(C=2C1=CN=C(C2Cl)N2CCN(CC2)C(=O)OC(C)(C)C)C(C)C